8-bromo-7-(but-2-yn-1-yl)-3-methyl-1-((4-methylquinazolin-2-yl)methyl)-3,7-dihydro-1H-purine-2,6-dione BrC1=NC=2N(C(N(C(C2N1CC#CC)=O)CC1=NC2=CC=CC=C2C(=N1)C)=O)C